(5aR,6R,9aS)-4-(2-fluorophenyl)-6,9a-dimethyl-7-oxo-2-(quinolin-5-yl)-5a,6,7,9a-tetrahydro-5H-indeno[1,2-d]pyrimidine-8-carbonitrile FC1=C(C=CC=C1)C=1C2=C(N=C(N1)C1=C3C=CC=NC3=CC=C1)[C@@]1(C=C(C([C@@H]([C@H]1C2)C)=O)C#N)C